1-(4-methoxy-3-methylphenyl)cyclopropane-1-carbonitrile COC1=C(C=C(C=C1)C1(CC1)C#N)C